FC1=C(C=CC=C1F)CN1C(CCC1=O)CC(=O)NCCC=1SC=CC1 2-[1-[(2,3-difluoro-phenyl)methyl]-5-oxopyrrolidin-2-yl]-N-(2-thiophen-2-ylethyl)acetamide